C1(=CC=CC=C1)NC1=CC=CC(=N1)C(=O)NC1[C@@H]2CN(C[C@H]12)C(=O)OC(C)(C)C Tert-butyl (1R,5S,6S)-6-(6-(phenylamino) pyridinecarboxamido)-3-azabicyclo[3.1.0]hexane-3-carboxylate